FC1=CC=C(CC=2C=NN(C2)C(=O)N[C@@H]2C(N(C3=C(OC2)C=CC(=C3)C#CC3(CCOCC3)O)C)=O)C=C1 (S)-4-(4-fluorobenzyl)-N-(7-((4-hydroxytetrahydro-2H-pyran-4-yl)ethynyl)-5-methyl-4-oxo-2,3,4,5-tetrahydrobenzo[b][1,4]oxazepin-3-yl)-1H-pyrazole-1-carboxamide